C(C)(C)(C)C1=CC=C(C=C1)C1=CC2=C(S1)C1=C(C(C3=C2C=C(C=C3)F)=O)C=CC(=C1)N1CCCC1 2-(4-(tert-butyl)phenyl)-5-fluoro-11-(pyrrolidin-1-yl)-8H-dibenzo[3,4:6,7]cyclohept[1,2-b]thiophen-8-one